BrC1=C2C=C(C(=NC2=CC(=C1)C)P(C)(C)=O)C1=CC=C(C=C1)F (5-bromo-3-(4-fluorophenyl)-7-methylquinolin-2-yl)dimethylphosphine oxide